O=C1NCC2=C(C=C(C=C12)C1CN(CC1)C(=O)OC(C)(C)C)C(F)(F)F tert-butyl 3-[3-oxo-7-(trifluoromethyl)isoindolin-5-yl]pyrrolidine-1-carboxylate